5-((1-(5-(trifluoromethyl)pyridin-2-yl)-1H-1,2,3-triazol-4-yl)amino)pyridine FC(C=1C=CC(=NC1)N1N=NC(=C1)NC=1C=CC=NC1)(F)F